ClC1=NC=C(C(=C1)C1=C(C=NC(=C1)C)C(=O)NC=1SC=2C(=NC=C(C2)[C@@H]2COCC2)N1)OC |r| (Racemic)-2'-chloro-5'-methoxy-6-methyl-N-(6-(tetrahydrofuran-3-yl)thiazolo[4,5-b]pyridin-2-yl)-[4,4'-bipyridine]-3-carboxamide